9-(3-phenylpropyl)-9H-[1,2,3]Triazolo[1',5':1,6]Pyrido[3,4-b]Indole C1(=CC=CC=C1)CCCN1C=2C(C3=CC=CC=C13)=CC=1N(C2)N=NC1